6-Chloro-4-(4-(4-isopropylphenoxy)piperidin-1-yl)-1-methyl-2-oxo-1,2-dihydro-1,5-naphthyridin-3-carbonitril ClC=1N=C2C(=C(C(N(C2=CC1)C)=O)C#N)N1CCC(CC1)OC1=CC=C(C=C1)C(C)C